methyl 5-amino-2-hydroxy-3-methoxy-benzoate NC=1C=C(C(=C(C(=O)OC)C1)O)OC